NC1=NC=C(C=C1O[C@H](C)C=1C=C(C=CC1)NC(C1=CC(=CC=C1)S(=O)(=O)N1CCCC1)=O)Cl (R)-N-(3-(1-((2-Amino-5-chloropyridin-3-yl)oxy)ethyl)phenyl)-3-(pyrrolidin-1-ylsulfonyl)benzamid